2-Cyclooctyl-2-[(4-methoxy-pyridin-2-yl)amino]-N-(2-oxospiro[1H-indole-3,4'-oxane]-6-yl)acetamide C1(CCCCCCC1)C(C(=O)NC1=CC=C2C(=C1)NC(C21CCOCC1)=O)NC1=NC=CC(=C1)OC